2,3,4,5-tetrahydro-1H-1,5-methanobenzo[d]azepine C12CNCC(C3=C1C=CC=C3)C2